C1(=CC=CC=C1)OC(O)C(O)CO phenyloxyglycerol